C(C1=CC=CC=C1)N=S(=O)(CC=1N=C2N(C=C(C=C2)C2=NOC(=N2)C(F)(F)F)C1)C (benzylimino)(methyl)((6-(5-(trifluoromethyl)-1,2,4-oxadiazol-3-yl)imidazo[1,2-a]pyridin-2-yl)methyl)-λ6-sulfanone